N-(1-(2-chloro-4-fluorophenyl)ethyl)acetamide ClC1=C(C=CC(=C1)F)C(C)NC(C)=O